2-chloro-4-(1-methyl-1H-indol-3-yl)-7-tosyl-7H-pyrrolo[2,3-d]pyrimidine ClC=1N=C(C2=C(N1)N(C=C2)S(=O)(=O)C2=CC=C(C)C=C2)C2=CN(C1=CC=CC=C21)C